6-chloro-N-[(3R)-1-ethyl-3-piperidyl]-4-methyl-pyridazin-3-amine ClC1=CC(=C(N=N1)N[C@H]1CN(CCC1)CC)C